FC(C=1C(=C(C=O)C=CC1)F)F 3-(Difluoromethyl)-2-fluorobenzaldehyde